FC([C@@H]1CN(CCC1)CCC)F (S)-1-((S)-3-(difluoromethyl)piperidine-1-yl)propane